C1CC2=C(C=C1)N(C3=CC=CC=C3N2C4=CC=CC=C4)C5=CC=CC=C5 N,N'-diphenyldihydrophenazine